1-(4-(6-chloro-8-fluoro-7-(3-methoxy-naphthalen-1-yl)-2-(2-(pyridin-2-yl)ethoxy)quinazolin-4-yl)piperazin-1-yl)prop-2-en-1-one ClC=1C=C2C(=NC(=NC2=C(C1C1=CC(=CC2=CC=CC=C12)OC)F)OCCC1=NC=CC=C1)N1CCN(CC1)C(C=C)=O